[O-]O.CC(C)(C=CC(C)(OOC(C)(C)C)C)OOC(C)(C)C 2,5-dimethyl-2,5-bis(t-butylperoxy)hexene hydroperoxide